B1B=CC=CC=CC=C1 diboronIn